1-(1,2,4-triazol-1-yl)butan-2-ol N1(N=CN=C1)CC(CC)O